CN(CCCC(=O)O)C(=O)OCC1C2=CC=CC=C2C3=CC=CC=C13 FMOC-N-methyl-γ-aminobutyric acid